OC12C(=NC3=CN=CC=C3C1=O)N(CC2)C2=CSC=C2 3a-hydroxy-1-(thiophen-3-yl)-1H,2H,3H,3aH,4H-pyrrolo[2,3-b]1,7-naphthyridin-4-one